(2-chloro-6-fluorophenyl)-4-((4-morpholinophenyl)amino)pyridazine-3-carboxamide tert-butyl-(5R)-5-{[(benzyloxy)carbonyl]amino}-3,3-difluoropiperidine-1-carboxylate C(C)(C)(C)OC(=O)N1CC(C[C@H](C1)NC(=O)OCC1=CC=CC=C1)(F)F.ClC1=C(C(=CC=C1)F)C=1C(=C(N=NC1)C(=O)N)NC1=CC=C(C=C1)N1CCOCC1